C(CCC)[Sn](C1=C(N(N=N1)C[Si](C)(C)C)C(=O)OC)(CCCC)CCCC methyl 5-tributylstannyl-3-(trimethylsilylmethyl)triazole-4-carboxylate